1,3-diethylimidazoline C(C)N1CN(CC1)CC